(3S,4R)-1-(4-bromophenyl)sulfonyl-4-[(5-chloro-2-pyridyl)amino]piperidin-3-ol BrC1=CC=C(C=C1)S(=O)(=O)N1C[C@@H]([C@@H](CC1)NC1=NC=C(C=C1)Cl)O